CN([C@H](COCCCCCCCC\C=C/C\C=C/CCCCC)CCCCCCC)C (2S)-N,N-dimethyl-1-[(9Z,12Z)-octadeca-9,12-dien-1-yloxy]nonan-2-amine